BrC1=CC=C(C=N1)CC(C(=O)OCC)NC(C)=O ethyl 3-(6-bromopyridin-3-yl)-2-acetamidopropanoate